C(C1=CC=CC=C1)OC=1C(=NC=C(C1C)C=1C=NN(C1)C1CCOCC1)C(=O)NCC(=O)OCC ethyl (3-(benzyloxy)-4-methyl-5-(1-(tetrahydro-2H-pyran-4-yl)-1H-pyrazol-4-yl)picolinoyl)glycinate